3-bromo-5-(8-(4-(trifluoromethyl)phenyl)imidazo[1,2-a]pyrazin-6-yl)-4,5-dihydroisoxazole BrC1=NOC(C1)C=1N=C(C=2N(C1)C=CN2)C2=CC=C(C=C2)C(F)(F)F